5-(2,6-difluorophenyl)-N-(2-fluoroethyl)-1,6-dihydropyrazolo[4,3-d]pyrido[4,3-f][1,3]diazepine-9-carboxylic acid FC1=C(C(=CC=C1)F)C=1NC2=C(C3=C(N1)C=NN3CCF)C=C(N=C2)C(=O)O